N-((R)-6-(7,7-difluoro-2-((S)-2-methylazetidin-1-yl)-6,7-dihydro-5H-cyclopenta[d]pyrimidin-4-yl)-2,3-dihydro-1H-inden-1-yl)methanesulfonamide FC1(CCC2=C1N=C(N=C2C2=CC=C1CC[C@H](C1=C2)NS(=O)(=O)C)N2[C@H](CC2)C)F